3-(5-(bis(4-methoxybenzyl)amino)-2-bromo-8-(pyrimidin-4-yl)-[1,2,4]triazolo[1,5-c]pyrimidin-7-yl)benzonitrile COC1=CC=C(CN(C2=NC(=C(C=3N2N=C(N3)Br)C3=NC=NC=C3)C=3C=C(C#N)C=CC3)CC3=CC=C(C=C3)OC)C=C1